4-(benzyloxy)-6-((2R,3S,4S,5R)-3-(3,4-difluoro-2-methoxyphenyl)-4,5-dimethyl-5-(trifluoromethyl)tetrahydrofuran-2-yl)-2-methyl-3-vinylpyridine C(C1=CC=CC=C1)OC1=C(C(=NC(=C1)[C@@H]1O[C@]([C@H]([C@H]1C1=C(C(=C(C=C1)F)F)OC)C)(C(F)(F)F)C)C)C=C